CC1(CCN(CC1)CC=1C=CC=2N(C1)C=C(N2)CN2N=NC(=C2)C=2C=NC=C(C2)N2CCCC2)C 6-((4,4-dimethylpiperidin-1-yl)methyl)-2-((4-(5-(pyrrolidin-1-yl)pyridin-3-yl)-1H-1,2,3-triazol-1-yl)methyl)imidazo[1,2-a]pyridine